N-(2-hydroxyethyl)-2-(7-phenyl-2,7-diazaspiro[4.4]nonan-2-yl)isonicotinamide OCCNC(C1=CC(=NC=C1)N1CC2(CC1)CN(CC2)C2=CC=CC=C2)=O